FC(COC1=C(C(=C(C=C1)NC=1C2=C(N=CN1)C=CC(=N2)N2[C@@H]1CN([C@H](C2)C1)C(C=C)=O)F)F)F 1-((1S,4S)-5-(4-((4-(2,2-difluoroethoxy)-2,3-difluorophenyl)amino)pyrido[3,2-d]pyrimidin-6-yl)-2,5-diazabicyclo[2.2.1]heptan-2-yl)prop-2-en-1-one